1-(Chloromethyl)-3-nitro-5-(trifluoromethoxy)benzene ClCC1=CC(=CC(=C1)OC(F)(F)F)[N+](=O)[O-]